CC(C(=O)C=1SC=C(C1)C)(C)N1CCOCC1 2-methyl-(4-methylthiophenyl)-2-morpholinyl-1-propanone